1-(cyclopentylmethyl)-5-methyl-4-(4,4,5,5-tetramethyl-1,3,2-dioxaborolan-2-yl)-1H-pyrazole C1(CCCC1)CN1N=CC(=C1C)B1OC(C(O1)(C)C)(C)C